tert-butyl (2-{(2S,3R)-3-[(tert-butoxycarbonyl)amino]-2-[({4-[(2,4-dimethoxybenzyl)-(1,2,4-thiadiazol-5-yl)sulfamoyl]-5-fluoro-2-methoxyphenyl}amino)methyl]butyl}benzyl)-carbamate C(C)(C)(C)OC(=O)N[C@@H]([C@@H](CC1=C(CNC(OC(C)(C)C)=O)C=CC=C1)CNC1=C(C=C(C(=C1)F)S(N(C1=NC=NS1)CC1=C(C=C(C=C1)OC)OC)(=O)=O)OC)C